o-bromophenol BrC1=C(C=CC=C1)O